dichloro-tetrazine ClC1=C(N=NN=N1)Cl